O1C(COCC1)CCOC=1C=NC=CC1CNC1=C(C(NCC1)=O)C(NC1=C(C(=CC=C1)F)OC)=S 4-{[(3-{2-[1,4-dioxan-2-yl]ethoxy}pyridin-4-yl)methyl]amino}-N-(3-fluoro-2-methoxyphenyl)-2-oxo-1,2,5,6-tetrahydropyridine-3-carbothioamide